7-(3-((tert-butyldimethylsilyl)oxy)-prop-1-yn-1-yl)-1H-indazole [Si](C)(C)(C(C)(C)C)OCC#CC=1C=CC=C2C=NNC12